1-(oxan-4-yl)-4-(4-(4,4,5,5-tetramethyl-1,3,2-dioxaborolan-2-yl)phenyl)piperidine O1CCC(CC1)N1CCC(CC1)C1=CC=C(C=C1)B1OC(C(O1)(C)C)(C)C